4-bromo-2-(4-fluorobenzyl)-6-nitroisoindoline BrC1=C2CN(CC2=CC(=C1)[N+](=O)[O-])CC1=CC=C(C=C1)F